FC(C)(F)C(C(=O)OC(C)(C)C)(C(=O)OC)C 1-tert-butyl 3-methyl 2-(1,1-difluoroethyl)-2-methylmalonate